FC(C(=O)O)(F)F.NC1CC(C1)C1=C(C#N)C=CC(=C1)Cl 2-(3-aminocyclobutyl)-4-chlorobenzonitrile 2,2,2-trifluoroacetate